tert-butyl (S,E)-3-(3-bromo-4-((4-chloro-5H-1,2,3-dithiazol-5-ylidene)amino)phenyl)-2-((tert-butoxycarbonyl)amino)propanoate BrC=1C=C(C=CC1/N=C/1\C(=NSS1)Cl)C[C@@H](C(=O)OC(C)(C)C)NC(=O)OC(C)(C)C